FC=1C=C(C=CC1OC1=C2C(=NC=C1)NC(N2C(C)C)=O)NC(C2=C(C=CC=C2)C(F)(F)F)=O N-(3-fluoro-4-((1-isopropyl-2-oxo-2,3-dihydro-1H-imidazo[4,5-b]pyridin-7-yl)oxy)phenyl)-2-(trifluoromethyl)benzamide